C1(=CC=CC=C1)C#CC1=NC=CC(=N1)N 2-(phenylethynyl)pyrimidin-4-amine